O1C(=CC=C1)C1=NC(=NC(=C1)N1C(=NC2=C1C=CC(=C2)OCC2CCNCC2)C2=CC=NC=C2)N 4-(furan-2-yl)-6-{5-[(piperidin-4-yl)methoxy]-2-(pyridin-4-yl)-1H-1,3-benzoDiazol-1-yl}pyrimidin-2-amine